ClC=1C(=CC2=C(N(C(N=C2)=O)C2=C(C=CC=C2)S(=O)(=O)C)N1)F 7-chloro-6-fluoro-1-(2-(methylsulfonyl)phenyl)pyridino[2,3-d]pyrimidin-2(1H)-one